N1CC(C1)SC=1C=C2C(=CC=NC2=CC1)OC1=C(C=C(C=C1)CC(=O)NC=1C=NN(C1)C(C)(C)C)C 2-(4-((6-(azetidin-3-ylthio)quinolin-4-yl)oxy)-3-methylphenyl)-N-(1-(tert-butyl)-1H-pyrazol-4-yl)acetamide